2-(6-(4-(4-(dimethoxymethyl)piperidin-1-yl)phenyl)-1-fluoro-3-(tetrahydro-2H-pyran-2-yl)-3,8,9,10-tetrahydrocyclohepta[e]indazol-7-yl)acetonitrile COC(C1CCN(CC1)C1=CC=C(C=C1)C1=C(CCCC=2C=3C(=NN(C3C=CC21)C2OCCCC2)F)CC#N)OC